2-(piperazin-1-yl)-7,8-dihydropyrido[4,3-d]pyrimidine-6(5H)-carboxylic acid tert-butyl ester C(C)(C)(C)OC(=O)N1CC2=C(N=C(N=C2)N2CCNCC2)CC1